[N+](=O)([O-])C1=CCCOC1 5-nitro-3,6-dihydro-2H-pyran